ethyl 6-fluoro-7-oxabicyclo[4.1.0]heptane-3-carboxylate FC12CCC(CC2O1)C(=O)OCC